CC1=CC=C(C=N1)C=1C=CC2=C(C=3CN(C(C3C=C2)=O)CC(C(=O)N)=C)C1 2-[[8-(6-methyl-3-pyridyl)-3-oxo-1H-benzo[e]isoindol-2-yl]methyl]prop-2-enamide